(2S)-2-(tert-butoxycarbonyl-amino)-3-cyclohexyl-pentanoic acid C(C)(C)(C)OC(=O)N[C@H](C(=O)O)C(CC)C1CCCCC1